Cl.Cl.C(CN(CC1=CC=CC=C1)CCNC(OCC1=CC=CC=C1)=O)N(CC1=CC=CC=C1)CCNC(OCC1=CC=CC=C1)=O dibenzyl ((ethane-1,2-diylbis(benzylazanediyl))bis-(ethane-2,1-diyl))dicarbamate dihydrochloride